7-(1-propenylpiperidin-4-yl)-2-(4-(2-methoxyphenoxy)phenyl)-1H-imidazo[1,2-b]pyrazole-3-carboxamide C(=CC)N1CCC(CC1)C1=C2N(N=C1)C(=C(N2)C2=CC=C(C=C2)OC2=C(C=CC=C2)OC)C(=O)N